NC1CN(CCOC1)C(=O)OC(C)(C)C 2-methylpropan-2-yl 6-amino-1,4-oxazepane-4-carboxylate